1-acetyl-4-[4-[[2-(2,4-dichlorophenyl)-2-[(1H-imidazol-1-yl)-methyl]-1,3-dioxolan-4-yl]methoxy]phenyl]piperazine C(C)(=O)N1CCN(CC1)C1=CC=C(C=C1)OCC1OC(OC1)(CN1C=NC=C1)C1=C(C=C(C=C1)Cl)Cl